6,6-dimethyl-bicyclo[3.1.1]hept-2-ene-2-formaldehyde CC1(C2CC=C(C1C2)C=O)C